4-(1-(3-Amino-6-(2-hydroxyphenyl)pyridazin-4-yl)piperidin-3-yl)-3-ethylbenzoic acid NC=1N=NC(=CC1N1CC(CCC1)C1=C(C=C(C(=O)O)C=C1)CC)C1=C(C=CC=C1)O